(E)-5-chloropent-2-en-1-ol ClCC/C=C/CO